6-((3-(trifluoromethyl)-1H-pyrazol-1-yl)methyl)-2-azaspiro[3.3]Heptane-2-carboxylic acid FC(C1=NN(C=C1)CC1CC2(CN(C2)C(=O)O)C1)(F)F